((1-(tert-Butoxycarbonyl)azetidin-3-yl)methyl)oxazole-2-carboxylic acid methyl ester COC(=O)C=1OC=C(N1)CC1CN(C1)C(=O)OC(C)(C)C